FC=1C(=NC(=CC1)C)[Sn](C)(C)C 3-fluoro-6-methyl-2-(trimethylstannyl)pyridine